FC1=C2CC(CC2=C(C=C1OCC(=O)NC)F)C=O 2-[(4,7-difluoro-2-formyl-2,3-dihydro-1H-inden-5-yl)oxy]-N-methylacetamide